CSCCNC(=O)C1=CC2=C(N(C(=N2)NC=2SC3=C(N2)C=CC(=C3)OC(F)(F)F)C)C=C1 1-methyl-2-(6-trifluoromethoxy-benzothiazol-2-ylamino)-1H-benzoimidazole-5-carboxylic acid (2-methylsulfanyl-ethyl)-amide